(((((thianthrene-2,7-diylbis(sulfanediyl))bis(propane-3,1-diyl))bis(oxy))bis(carbonyl))bis(azanediyl))bis(ethane-2,1-diyl) bis(2-methylacrylate) CC(C(=O)OCCNC(=O)OCCCSC=1C=C2SC=3C=CC(=CC3SC2=CC1)SCCCOC(=O)NCCOC(C(=C)C)=O)=C